(N-(3-(3-benzyl-4-oxo-3,4-dihydrophthalazin-1-yl)phenyl)sulfamoyl)carbamic acid tert-butyl ester C(C)(C)(C)OC(NS(NC1=CC(=CC=C1)C1=NN(C(C2=CC=CC=C12)=O)CC1=CC=CC=C1)(=O)=O)=O